C(C)OC(CC1=C(C(=CC(=C1)C1OCCC1)F)OC)=O.CN1C=C(C=CC1=O)C(=O)N 1-methyl-6-oxoPyridine-3-carboxamide ethyl-2-(3-fluoro-2-methoxy-5-(tetrahydrofuran-2-yl)phenyl)acetate